COC1=C(C=C(C(=C1)OC1CCNCC1)OC)C1=CN(C(C2=CN=CC=C12)=O)C 4-(2,5-dimethoxy-4-(piperidin-4-yloxy)phenyl)-2-methyl-2,7-naphthyridin-1(2H)-one